C(C)(C)(C)C1N(CCN(C1)C=1C=C2CN(C(C2=CC1)=O)C1C(NC(CC1)=O)=O)C(=O)O Tert-butyl-4-[2-(2,6-dioxopiperidin-3-yl)-1-oxo-3H-isoindol-5-yl]piperazine-1-carboxylic acid